1-(2-fluoro-4-(5-(2-(6-fluoropyridin-2-yl)acetamido)-1,3,4-thiadiazol-2-yl)butyl)-N-(2-fluoro-5-(trifluoromethoxy)benzyl)-1H-1,2,3-triazole-4-carboxamide FC(CN1N=NC(=C1)C(=O)NCC1=C(C=CC(=C1)OC(F)(F)F)F)CCC=1SC(=NN1)NC(CC1=NC(=CC=C1)F)=O